CN(C/C=C/C(=O)N1CC2=C(C3=C(N=CN=C3NC3=CC(=C(C=C3)OC=3C=NC(=CC3)OC)C)S2)C(C1)C)C (E)-4-(dimethylamino)-1-(4-((4-((6-methoxypyridin-3-yl)oxy)-3-methylphenyl)amino)-5-methyl-5,8-dihydropyrido[4',3':4,5]thieno[2,3-d]pyrimidin-7(6H)-yl)but-2-en-1-one